2-Methoxy-N-methyl-4-(6-(4-pentamidothiophen-2-yl)pyrazin-2-yl)-N-(2-azaspiro[3.3]heptane-6-yl)benzamide COC1=C(C(=O)N(C2CC3(CNC3)C2)C)C=CC(=C1)C1=NC(=CN=C1)C=1SC=C(C1)NC(CCCC)=O